COC1=CC=2C3=C(N(C2C=C1)CC1=CC=C(C=C1)SC)C=CC=N3 8-methoxy-5-(4-(methylthio)benzyl)-5H-pyrido[3,2-b]indole